C(C1CO1)N1CN(C=C1)C 1-(epoxypropyl)-3-methylimidazole